O1C(=CC2=C1C=CC=C2)C2=C(C1=C(N=C2)NC=C1)NC1CCCCC1 5-(benzofuran-2-yl)-N-cyclohexyl-1H-pyrrolo[2,3-b]pyridin-4-amine